(1R,3S)-3-[5-(2-{2'-formyl-3'-hydroxy-[1,1'-biphenyl]-4-yl}acetamido)-2H-pyrazol-3-yl]cyclopentyl N-isopropylcarbamate C(C)(C)NC(O[C@H]1C[C@H](CC1)C=1NN=C(C1)NC(CC1=CC=C(C=C1)C1=C(C(=CC=C1)O)C=O)=O)=O